N-[2-[2-[(dimethylamino)methyl]morpholin-4-yl]-4-fluoro-5-(2-morpholin-4-ylpyrimidin-5-yl)phenyl]-6-oxo-4-(trifluoromethyl)-1H-pyridine-3-carboxamide CN(C)CC1CN(CCO1)C1=C(C=C(C(=C1)F)C=1C=NC(=NC1)N1CCOCC1)NC(=O)C1=CNC(C=C1C(F)(F)F)=O